BrC1=CC2=C(N(C(N2CCN(C)C)=O)CC2=NC=C(C=C2)C=2OC(=NN2)C(F)F)C=C1F 5-Bromo-1-((5-(5-(difluoromethyl)-1,3,4-oxadiazol-2-yl)pyridin-2-yl)methyl)-3-(2-(dimethylamino)ethyl)-6-fluoro-1,3-dihydro-2H-benzo[d]imidazol-2-one